C1([C@H](O)[C@@H](O)[C@H](O)[C@H](O1)CO)C1=C(C(NC(N1)=O)=O)CO glucosyl-hydroxymethyluracil